(2R)-2-(phenoxymethyl)pyrrolidine O(C1=CC=CC=C1)C[C@@H]1NCCC1